FC=1C=CC(=C(C(=O)N(C(C)C)C(C)C)C1)OC1=C(N=CN=N1)N1CC2(CN(C2)C(C(C)C)CCC=O)CC1 (-)-5-Fluoro-N,N-diisopropyl-2-((5-(2-(2-methyl-6-oxohex-3-yl)-2,6-diazaspiro[3.4]oct-6-yl)-1,2,4-triazin-6-yl)oxy)benzamide